tert-butyl 4-((4-(2,2-difluoroethyl)-2-(4-(methoxycarbonyl)-3-(trifluoromethanesulfonyloxy)phenyl)piperazin-1-yl)methyl)-5-methoxy-7-methylindole-1-carboxylate FC(CN1CC(N(CC1)CC1=C2C=CN(C2=C(C=C1OC)C)C(=O)OC(C)(C)C)C1=CC(=C(C=C1)C(=O)OC)OS(=O)(=O)C(F)(F)F)F